C(C)(C)(C)OC(N(CCCl)CCCl)=O N,N-bis(2-chloroethyl)carbamic acid tert-butyl ester